1-(4-fluoro-2-methylphenyl)-3-(2-methyl-6-oxo-1,6-dihydropyridin-3-yl)-4-oxo-7-(trifluoromethyl)-1,2,3,4-tetrahydroquinazoline-6-carbonitrile FC1=CC(=C(C=C1)N1CN(C(C2=CC(=C(C=C12)C(F)(F)F)C#N)=O)C1=C(NC(C=C1)=O)C)C